Benzisoindole C=1NC=C2C=CC3=C(C12)C=CC=C3